2-(benzhydryl(methyl)amino)-5-hydroxy-1-methyl-N-(2-methylallyl)-6-oxo-1,6-dihydropyrimidine-4-carboxamide C(C1=CC=CC=C1)(C1=CC=CC=C1)N(C=1N(C(C(=C(N1)C(=O)NCC(=C)C)O)=O)C)C